CC1=NC2=CC3=C(C=C2C(N1C1C(NC(CC1)=O)=O)=O)CCNC3 3-(2-methyl-4-oxo-6,7,8,9-tetrahydropyrido[4,3-g]quinazolin-3(4H)-yl)piperidine-2,6-dione